N-((1S,2R)-2-aminocyclohexyl)-4-(3-methyl-1H-pyrrolo[2,3-b]pyridin-4-yl)-3,4-dihydro-2H-1,4-thiazine-6-carboxamide hydrochloride Cl.N[C@H]1[C@H](CCCC1)NC(=O)C1=CN(CCS1)C1=C2C(=NC=C1)NC=C2C